2-(pentafluorosulfanyl)dibenzofuran FS(C1=CC2=C(OC3=C2C=CC=C3)C=C1)(F)(F)(F)F